C1(CC1)C1=CC(=C(C=C1)NC1=C2C(=NC(=C1)NC(=O)[C@H]1C(C1)(F)F)NN(C2=O)C)S(=O)(=O)C (S)-N-(4-((4-cyclopropyl-2-(methylsulfonyl)phenyl)amino)-2-methyl-3-oxo-2,3-dihydro-1H-pyrazolo[3,4-b]pyridin-6-yl)-2,2-difluorocyclopropane-1-carboxamide